(6-(1H-pyrazol-4-yl)pyrido[3,2-d]pyrimidin-4-yl)-5'-fluorospiro[cyclohexane-1,3'-indoline] N1N=CC(=C1)C=1C=CC=2N=CN=C(C2N1)N1CC2(C3=CC(=CC=C13)F)CCCCC2